N-(4-chloro-3-iodophenyl)-2-ethoxyisonicotinamide ClC1=C(C=C(C=C1)NC(C1=CC(=NC=C1)OCC)=O)I